6-(3-cyclopropylphenoxy)-2,2-dimethyl-3H-furo[3,2-b]pyridine-7-carboxylic acid C1(CC1)C=1C=C(OC=2C(=C3C(=NC2)CC(O3)(C)C)C(=O)O)C=CC1